C(C)(=O)N[C@H]1C[C@H](CCC1)C(=O)NC1=NC=C(C(=C1)C1=C(C(=NC=C1)Cl)Cl)F (1S,3R)-3-(acetylamino)-N-(2',3'-dichloro-5-fluoro[4,4'-bipyridin]-2-yl)cyclohexanecarboxamide